C(C1=CC=CC=C1)[C@H]1C(N[C@H](C(N([C@H](C(O[C@@H](C(N[C@H](C(N([C@H](C(N[C@H](C(N1C)=O)CC(C)C)=O)CC(C)C)C)=O)CC(C)C)=O)C)=O)C)C)=O)CC(C)C)=O (3S,6S,9S,12S,15S,18S,21R)-9-benzyl-3,4,10,16,21-pentamethyl-6,12,15,18-tetrakis(2-methylpropyl)-1-oxa-4,7,10,13,16,19-hexazacyclohenicosane-2,5,8,11,14,17,20-heptone